C1(=CC=CC=C1)NC(=S)N1CC2=C(NC=3C=CC(=CC23)C2=CC=C(C=C2)C)CC1 N-phenyl-8-(p-tolyl)-1,3,4,5-tetrahydro-2H-pyrido[4,3-b]indole-2-carbothioamide